(E)-2-{[(1-hydroxy-2-methylpropane-2-yl)imino]methyl}-4-methoxyphenol OCC(C)(C)\N=C\C1=C(C=CC(=C1)OC)O